monoammonium carbonate C([O-])(O)=O.[NH4+]